2-(3-tert-butyl-2-hydroxyphenyl)-4,5-dimethylimidazole C(C)(C)(C)C=1C(=C(C=CC1)C=1NC(=C(N1)C)C)O